N1(CCC1)C1=CC=C(C=C1)S(=O)(=O)N(CC1=CC=C(C=C1)OC)CC1=CC=C(C=C1)OC 4-(Azetidin-1-yl)-N,N-bis(4-methoxybenzyl)benzenesulfonamide